1-(4-{[(1S)-5-[2-(2-aminopyridin-3-yl)-5-(3-ethynylphenyl)imidazo[4,5-b]pyridin-3-yl]-2,3-dihydro-1H-inden-1-yl]amino}piperidin-1-yl)prop-2-en-1-one NC1=NC=CC=C1C1=NC=2C(=NC(=CC2)C2=CC(=CC=C2)C#C)N1C=1C=C2CC[C@@H](C2=CC1)NC1CCN(CC1)C(C=C)=O